ClC1=C(C(=CC=N1)C(C)(C)O)F 6-chloro-5-fluoro-4-(2-hydroxypropan-2-yl)pyridin